NC[C@H](C1CCCC1)NC([C@H](CC=1SC2=C(N1)C=CC(=C2)Cl)NC(CC)=O)=O (S)-N-((S)-2-amino-1-cyclopentylethyl)-3-(6-chlorobenzo[d]thiazol-2-yl)-2-propionamidopropionamide